C1(CCCCC1)CN[SiH2]F cyclohexylmethylaminofluorosilane